(3S,4S) and (3R,4R)-2-(3-chlorophenyl)-3-(2,3-dihydro-1,4-benzodioxin-6-yl)-1-oxo-1,2,3,4-tetrahydroisoquinoline-4-carboxylic acid ClC=1C=C(C=CC1)N1C(C2=CC=CC=C2[C@@H]([C@H]1C1=CC2=C(OCCO2)C=C1)C(=O)O)=O |r|